C12(CC3(CC(CC(C1)C3)C2)CCO)CCO 2,2'-(adamantane-1,3-diyl)diethanol